ClC=1C=CC=2N(C1)N=C(C2)[C@@H]2N(CCC1=C2N=CN1)C(=O)C=1OC(=NN1)C=1C=NN(C1)C (R)-(4-(6-chloropyrazolo[1,5-a]pyridin-2-yl)-6,7-dihydro-1H-imidazo[4,5-c]pyridin-5(4H)-yl)(5-(1-methyl-1H-pyrazol-4-yl)-1,3,4-oxadiazol-2-yl)methanone